FC=1C=C(C=CC1F)Br 3,4-difluoro-1-bromobenzene